tert-Butyl 2-(hydroxymethyl)-2-methylpiperidine-1-carboxylate OCC1(N(CCCC1)C(=O)OC(C)(C)C)C